6-aminopyridine-3-carbaldehyde NC1=CC=C(C=N1)C=O